(S)-3-(4-(4-bromophenyl)-2-((methylamino)methyl)piperazin-1-yl)propanoic acid BrC1=CC=C(C=C1)N1C[C@@H](N(CC1)CCC(=O)O)CNC